[3-{[2-(4-chlorophenyl)imidazo[1,2-a]pyrimidin-3-yl]methyl}-3,9-diazabicyclo[4.2.1]non-9-yl](6-methoxypyridin-2-yl)methanone ClC1=CC=C(C=C1)C=1N=C2N(C=CC=N2)C1CN1CC2CCC(CC1)N2C(=O)C2=NC(=CC=C2)OC